C(#N)N1CC(CC1)NC(=O)C=1SC=C(N1)C1=CC=CC=C1 N-(1-cyanopyrrolidin-3-yl)-4-phenylthiazole-2-carboxamide